N-(2-fluoro-5-methoxy-phenyl)-5-(2-pyridyl)-1H-pyrrole-3-sulfonamide FC1=C(C=C(C=C1)OC)NS(=O)(=O)C1=CNC(=C1)C1=NC=CC=C1